N-[2,6-difluoro-4-(2-phenylethynyl)phenyl]-1,3-benzoxazole-7-sulfonamide FC1=C(C(=CC(=C1)C#CC1=CC=CC=C1)F)NS(=O)(=O)C1=CC=CC=2N=COC21